C1(=CC=C(C=C1)OCCC(=O)O)C 3-(4-tolyloxy)-propanoic acid